N-(4-(4-(trifluoromethyl)phenyl)pyrrolo[1,2-a]quinoxalin-7-yl)acrylamide FC(C1=CC=C(C=C1)C=1C=2N(C3=CC=C(C=C3N1)NC(C=C)=O)C=CC2)(F)F